tert-butyl (4-bromo-2,3-dimethylphenyl)carbamate BrC1=C(C(=C(C=C1)NC(OC(C)(C)C)=O)C)C